CCC1(C(=O)N(C(=O)N1)C)C2=CC=CC=C2 The molecule is an imidazolidine-2,4-dione (hydantoin) in which the imidazolidine nucleus carries a methyl group at N-3 and has ethyl and phenyl substituents at C-5. An anticonvulsant, it is no longer available in the USA or the UK but is still studied largely because of its interesting hydroxylation polymorphism. It has a role as an anticonvulsant.